6-(2,6-dimethylmorpholino)-2-methylpyridin-3-amine CC1OC(CN(C1)C1=CC=C(C(=N1)C)N)C